1-(1-isobutyl-4,4-dimethyl-2-phenyl-1,4,5,6-tetrahydropyridin-3-yl)propan-1-one C(C(C)C)N1C(=C(C(CC1)(C)C)C(CC)=O)C1=CC=CC=C1